trans-4-((3-(2-Cyclopropyloxazol-4-yl)phenyl)((trans-4-(6-(dimethylamino)pyridine-3-yl)cyclohexyl)methyl)carbamoyl)cyclohexyl (2-hydroxyethyl)carbamate OCCNC(O[C@@H]1CC[C@H](CC1)C(N(C[C@@H]1CC[C@H](CC1)C=1C=NC(=CC1)N(C)C)C1=CC(=CC=C1)C=1N=C(OC1)C1CC1)=O)=O